CC1=CC=C(C=C1)S(=O)(=O)O.CC1=CC=C(C=C1)S(=O)(=O)O.C1(CCC1)C(=O)O cyclobutanecarboxylic acid bis(4-methylbenzenesulfonate)